5-((1r,3r)-3-(((1-(tert-butoxycarbonyl)piperidin-4-yl)methyl)(ethyl)amino)cyclobutoxy)-3-methoxyphthalic acid C(C)(C)(C)OC(=O)N1CCC(CC1)CN(C1CC(C1)OC1=CC(=C(C(C(=O)O)=C1)C(=O)O)OC)CC